OC(=O)C(F)(F)F.CNCCCC#CC1=C2CN(C(C2=CC=C1)=O)C1C(NC(CC1)=O)=O 3-(4-(5-(Methylamino)pent-1-yn-1-yl)-1-oxoisoindolin-2-yl)piperidine-2,6-dione TFA salt